acryloxypentadecyldiiodomethylsilane C(C=C)(=O)OCCCCCCCCCCCCCCC[SiH2]C(I)I